C1=C(C=CC2=CC=CC=C12)O naphth-2-ol